N,N-dibenzyl-8-bromo-2'-(methylthio)-4'-(1,4-oxazepan-4-yl)-3,4,5',8'-tetrahydro-2H-spiro[naphthalene-1,7'-pyrano[4,3-d]pyrimidin]-7-amine C(C1=CC=CC=C1)N(C1=CC=C2CCCC3(CC=4N=C(N=C(C4CO3)N3CCOCCC3)SC)C2=C1Br)CC1=CC=CC=C1